4-{N-[(2-chloroquinolin-7-yl)methyl]acetamido}-1-methyl-1H-pyrazole-5-carboxylic acid hydrochloride Cl.ClC1=NC2=CC(=CC=C2C=C1)CN(C(C)=O)C=1C=NN(C1C(=O)O)C